ClC=1C=C(C=C2C(=NC=NC12)N[C@@H](C)C=1N(N=CN1)C1=NC=CC=N1)C(F)(F)F 8-chloro-N-[(1S)-1-(2-pyrimidin-2-yl-1,2,4-triazol-3-yl)ethyl]-6-(trifluoromethyl)quinazolin-4-amine